2,2-diisobutyl-1,3-propanediol diacrylate C(C=C)(=O)OCC(COC(C=C)=O)(CC(C)C)CC(C)C